cyclopropyl(4-(((3S,4r,5R)-3,4,5-trihydroxypiperidin-1-yl)methyl)piperidin-1-yl)methanone C1(CC1)C(=O)N1CCC(CC1)CN1C[C@@H](C([C@@H](C1)O)O)O